(6R,7R)-3-(((2-carboxyethyl)thio)methyl)-8-oxo-7-(2-phenylacetamido)-5-thia-1-azabicyclo[4.2.0]oct-2-ene-2-carboxylic acid C(=O)(O)CCSCC1=C(N2C([C@H]([C@H]2SC1)NC(CC1=CC=CC=C1)=O)=O)C(=O)O